C(C1=CC=CC=C1)OC[C@@H](C(=O)NC=1SC2=C(N1)C=CC(=C2)OC(F)(F)F)N(C)C (S)-3-(benzyloxy)-2-(dimethylamino)-N-(6-(trifluoromethoxy)benzo[d]thiazol-2-yl)propanamide